C=CC propylene